2-(THIOPHEN-2-YL)ACETALDEHYDE S1C(=CC=C1)CC=O